2-amino-5-(methylsulfonyl)benzoic acid NC1=C(C(=O)O)C=C(C=C1)S(=O)(=O)C